N-isopropyl-4-[6-[5-(6-methyl-2-pyridyl)-1H-imidazol-4-yl]-1,5-naphthyridin-3-yl]cyclohex-3-en-1-amine C(C)(C)NC1CC=C(CC1)C=1C=NC2=CC=C(N=C2C1)C=1N=CNC1C1=NC(=CC=C1)C